NN1C(=NC(=C1C(=O)N)C1=CC=C(C=C1)C(NC1=NC=CC(=C1)OC)=O)[C@H]1N(CCCC1)C(\C=C\C(F)(F)F)=O (S,E)-1-Amino-4-(4-((4-methoxypyridin-2-yl)carbamoyl)phenyl)-2-(1-(4,4,4-trifluorobut-2-enoyl)piperidin-2-yl)-1H-imidazol-5-carboxamid